CC1(CCC2(CCNCC2)CC1)CN1CCN(CC1)C1=CC=C(C=C1)[N+](=O)[O-] 9-methyl-9-((4-(4-nitrophenyl)piperazin-1-yl)methyl)-3-azaspiro[5.5]undecane